Butyl-5-(5-(chloromethyl)-2-methoxybenzyl)-6-methylpyrimidine-2,4-diamine C(CCC)NC1=NC(=C(C(=N1)N)CC1=C(C=CC(=C1)CCl)OC)C